1-(2-methylsulfonylethyl)-4-(tetramethyl-1,3,2-dioxaborolan-2-yl)-1H-pyrazole CS(=O)(=O)CCN1N=CC(=C1)B1OC(C(O1)(C)C)(C)C